1-n-butyl-3,3-dimethyl-5-hydroxy-2-methyleneindoline C(CCC)N1C(C(C2=CC(=CC=C12)O)(C)C)=C